3-[4-(benzenesulfonyl)phenyl]-1-{[6-(1H-imidazol-1-yl)pyridin-3-yl]methyl}urea C1(=CC=CC=C1)S(=O)(=O)C1=CC=C(C=C1)NC(NCC=1C=NC(=CC1)N1C=NC=C1)=O